C(C)[C@H]1[C@H](NC(C1)=O)COC1=NC(=CC=2C=C(C=3N(C12)C=CN3)C(=O)N)C 1-(((2s,3r)-3-ethyl-5-oxopyrrolidin-2-yl)methoxy)-3-methylimidazo[1,2-a][1,7]naphthyridine-6-carboxamide